3-[6-fluoro-7-(4-piperidyl)-3H-imidazo[4,5-b]pyridin-2-yl]cyclobutanol FC=1C(=C2C(=NC1)NC(=N2)C2CC(C2)O)C2CCNCC2